FC=1C=CC(=NC1)C1=NN2C(CCC(C2)(C([2H])([2H])[2H])C(O)([2H])[2H])=C1 (2-(5-Fluoropyridin-2-yl)-6-(methyl-d3)-4,5,6,7-tetrahydropyrazolo[1,5-a]pyridin-6-yl)methan-d2-ol